FC=1C=C(C=CC1F)S(=O)(=O)Cl 3,4-difluorobenzenesulfonyl chloride